C(C)(C)(C)OC(=O)N(/C(=N/C(=O)OC(C)(C)C)/C1=CC=C(C(=O)OC=2C=3N(C(=CC2)CC(=O)OC(C)(C)C)N=CN3)C=C1)C (E)-5-(2-tert-butoxy-2-oxoethyl)-[1,2,4]triazolo[1,5-a]pyridin-8-yl 4-(N,N'-bis(tert-butoxycarbonyl)-N-methyl carbamimidoyl)benzoate